ClC=1C(=NC(=NC1)NC(C)C)C1=CC=C2CN(C(C2=C1)=O)CC(N1CC2=CC=CC=C2CC1)=O 6-{5-chloro-2-[(propan-2-yl)amino]pyrimidin-4-yl}-2-[2-oxo-2-(1,2,3,4-tetrahydroisoquinolin-2-yl)ethyl]-2,3-dihydro-1H-isoindol-1-one